C(CCC)[PH+](CCCC)CCCC tributyl-Phosphonium